BrC1=NC=C(C(=C1)CO)Br (2,5-dibromopyridin-4-yl)methanol